N-(2-chloro-3-((3,5-dimethyl-4-oxo-3,4-dihydroquinazolin-6-yl)amino)-4-fluorophenyl)-3-azabicyclo[3.1.0]hexane-3-sulfonamide ClC1=C(C=CC(=C1NC=1C(=C2C(N(C=NC2=CC1)C)=O)C)F)NS(=O)(=O)N1CC2CC2C1